C1(CCCCC1)CCCCNC(=O)C=1N=C(OC1)C1C(C2CCC1O2)CC=CCCCC(=O)O 7-[3-[4-[[(4-cyclohexyl-butyl)amino]carbonyl]-2-oxazolyl]-7-oxabicyclo(2.2.1)hept-2-yl]-5-heptenoic acid